ClC=1C=C(C=CC1N1C(N(CC1)C)=O)C1=C(C(=CC(=C1)F)C=1C=NC(=C(C1)N1CCNCC1)C)O 1-(3-chloro-5'-fluoro-2'-hydroxy-3'-(6-methyl-5-(piperazin-1-yl)pyridin-3-yl)-[1,1'-biphenyl]-4-yl)-3-methylimidazolidin-2-one